C(C1=CC=CC=C1)(=O)NC1CC(=NO1)C1=C(C(=CC(=C1)Cl)C)NC(=O)C1=CC(=NN1C1=NC=CC=C1Cl)Br N-(2-(5-benzamido-4,5-dihydroisoxazol-3-yl)-4-chloro-6-methylphenyl)-3-bromo-1-(3-chloropyridin-2-yl)-1H-pyrazole-5-carboxamide